FC(OC1=CC=C(COC2=CC=CC3=C2C(=NO3)NC=3C=NC=CC3)C=C1)(F)F 4-(4-trifluoromethoxybenzyloxy)-3-(pyridin-3-ylamino)benzo[d]isoxazole